OC1=CC=C2C(=CC(OC2=C1)=O)CC(=O)O 7-hydroxy-coumarin-4-acetic acid